C(C)(=O)C1=C(C=CC(=C1)OC1=NC=C(C=C1NS(=O)(=O)C1=CC(=C(C=C1)Cl)C(F)(F)F)C)NC(C=C)=O N-(2-acetyl-4-((3-((4-chloro-3-(trifluoromethyl)phenyl)sulfonamido)-5-methylpyridin-2-yl)oxy)phenyl)acrylamide